2-(tert-butoxycarbonylamino)-3-hydroxy-3-methyl-butanoic acid C(C)(C)(C)OC(=O)NC(C(=O)O)C(C)(C)O